3-(7-chloro-1-(2-methylpyridin-3-yl)-2,4-dicarbonyl-1,2,3,4-tetrahydroquinazolin-5-yl)acrylic acid tert-butyl ester C(C)(C)(C)OC(C=CC1=C2C(NC(N(C2=CC(=C1)Cl)C=1C(=NC=CC1)C)=C=O)=C=O)=O